CC1CC(OCC1)[Sn] 4-methyl-tetrahydropyranyltin